(1-(3,4-Dichlorophenyl)-1H-pyrrolo[2,3-b]pyridin-2-yl)(3,3-difluoroazetidin-1-yl)methanone ClC=1C=C(C=CC1Cl)N1C(=CC=2C1=NC=CC2)C(=O)N2CC(C2)(F)F